C1(CC1)N1CC2=NC(=CC=C2C1=O)OC\C(\CNC(OC(C)(C)C)=O)=C\F (E)-tert-butyl (2-(((6-cyclopropyl-5-oxo-6,7-dihydro-5H-pyrrolo[3,4-b]pyridin-2-yl)oxy)methyl)-3-fluoroallyl)carbamate